1-sulfobutylpyridinium hydrogensulfate S(=O)(=O)(O)[O-].S(=O)(=O)(O)C(CCC)[N+]1=CC=CC=C1